N[C@H]1CN(CC1)C1=NC(=NC2=C1OC[C@H](N2)C(C)C)N (R)-4-((R)-3-Aminopyrrolidin-1-yl)-7-isopropyl-7,8-dihydro-6H-pyrimido[5,4-b][1,4]oxazin-2-amine